3,5,3'-Tri-iodo-L-thyronine IC=1C=C(C[C@H](N)C(=O)O)C=C(C1OC1=CC(=C(C=C1)O)I)I